CC1=C(C=NC=C1)NC(C1=CN=CC(=C1N1CC2(CCCN2)CC1)C1=CC(=CC(=C1)F)F)=O N-(4-methyl-3-pyridyl)-4-(1,7-diaza-7-spiro[4.4]nonyl)-5-(3,5-difluorophenyl)nicotinamide